C(O)C(C=C)(CO)CO trimethylolpropaneN